CC1=C(C(=CC(=C1)C)C)C1=CC=CC=C1C(=O)C1=CC=CC=C1 2,4,6-trimethylbenzenebenzophenone